(3-hydroxy-4-methyl-5-(2-methyl-1,2,3,4-tetrahydroquinolin-6-yl)picolinoyl)glycine (Formate) C(=O)O.OC=1C(=NC=C(C1C)C=1C=C2CCC(NC2=CC1)C)C(=O)NCC(=O)O